Cl.O1CC[C@H](C2=CC=CC=C12)NC(=O)[C@@H]1C(CC2SCC[C@@H](C(N21)=O)NC(=O)N[C@H](C)NC)(C)C (4S,7S)-N-((R)-chroman-4-yl)-8,8-dimethyl-4-(3-((R)-1-(methylamino)ethyl)ureido)-5-oxooctahydropyrrolo[2,1-b][1,3]thiazepine-7-carboxamide hydrochloride